ClC1=C(C(=CC=C1)OC(F)(F)F)B(O)O 2-CHLORO-6-(TRIFLUOROMETHOXY)PHENYLBORONIC ACID